2-chloro-N-(2,2-difluoro-2-phenylethyl)-5-nitrobenzamide ClC1=C(C(=O)NCC(C2=CC=CC=C2)(F)F)C=C(C=C1)[N+](=O)[O-]